C(C1=CC=CC=C1)(=O)OCC1=C2N=CN(C2=NC=N1)[C@H]1[C@H](O)[C@H](O)[C@H](O1)COC(C1=CC=CC=C1)(C1=CC=C(C=C1)OC)C1=CC=C(C=C1)OC 6-[(Benzoyloxy)methyl]-9-{5-O-[bis(4-methoxyphenyl)(phenyl)methyl]-β-D-ribofuranosyl}-9H-purine